S(C)(=O)(=O)O.ClC1=CC=C(C=C1)NC(NC1=C(C2=C(S1)CC1CC[C@@H]2N1C)C(=O)N)=O (S)-2-(3-(4-chlorophenyl)ureido)-9-methyl-5,6,7,8-tetrahydro-4H-4,7-epiminocyclohepta[b]thiophene-3-carboxamide mesylate